The molecule is an angelica lactone and a butenolide. It derives from a but-3-en-4-olide. It is a tautomer of a beta-angelica lactone. CC1=CCC(=O)O1